ClC=1C(=NC=C(C1NC=1C(=C2C(N(C=NC2=CC1)C)=O)C)F)NS(=O)(=O)CC N-(3-chloro-4-((3,5-dimethyl-4-oxo-3,4-dihydroquinazolin-6-yl)amino)-5-fluoropyridin-2-yl)ethanesulfonamide